C(CCCCCCCCCC)(=O)OC(CO)CO 1,3-dihydroxyprop-2-yl undecanoate